9-(4-((1-(3,3-difluoropropyl)azetidin-3-ylidene)methyl)phenyl)-8-(4-fluoro-2-methylphenyl)-6,7-dihydro-5H-benzo[7]annulene-3-carboxylic acid FC(CCN1CC(C1)=CC1=CC=C(C=C1)C1=C(CCCC2=C1C=CC(=C2)C(=O)O)C2=C(C=C(C=C2)F)C)F